OC(=O)C(F)(F)F.C1(=CC=CC=C1)C1=CC=2N(C=C1)C(=CN2)C2CNCC2 7-phenyl-3-(pyrrolidin-3-yl)imidazo[1,2-a]pyridine TFA salt